FC1CNCC2C=3C(=NN(C3CCN2C(=O)[O-])C2=CC=C(C=C2)C(C)C)O1 9-fluoro-2-(4-isopropylphenyl)-2,3,4,5a,6,7,8,9-octahydro-5H-10-oxa-1,2,5,7-tetraazacycloocta[cd]indene-5-carboxylate